NC1=NC(=NC=2N1N=C(N2)C=2OC=CC2)NCCC2=C(C=C(C=C2)NS(=O)(=O)C=2C=C(C(=C(C(=O)N)C2)O)Cl)O 5-(N-(4-(2-((7-amino-2-(furan-2-yl)-[1,2,4]triazolo[1,5-a][1,3,5]triazin-5-yl)amino)ethyl)-3-hydroxyphenyl)sulfamoyl)-3-chloro-2-hydroxybenzamide